7-methyl-6,8-dihydro-5H-1,7-naphthyridin CN1CCC=2C=CC=NC2C1